O=C1C=CSC1 4-oxothiophene